N,N'-bis-(1-aminophenyl)-1,1'-biphenyl-4,4'-diamine NC1(CC=CC=C1)NC1=CC=C(C=C1)C1=CC=C(C=C1)NC1(CC=CC=C1)N